9-(2-fluorobiphenyl-4-yl)-3,4-dihydropyrido[2,1-c][1,2,4]thiadiazine 2,2-dioxide FC1=C(C=CC(=C1)C1=CC=CN2C1=NS(CC2)(=O)=O)C2=CC=CC=C2